1-(3-fluoro-4-morpholinylphenyl)imidazolin-2-one FC=1C=C(C=CC1N1CCOCC1)N1C(NCC1)=O